(S,Z)-1-((5-bromo-2'-chloro-[1,1'-biphenyl]-2-yl)sulfonyl)-N-(5-(3,3-difluoroazetidin-1-yl)-5-oxopent-3-en-2-yl)-4-fluoropiperidine-4-carboxamide BrC=1C=CC(=C(C1)C1=C(C=CC=C1)Cl)S(=O)(=O)N1CCC(CC1)(C(=O)N[C@@H](C)\C=C/C(=O)N1CC(C1)(F)F)F